IC=1C=C2C(CCN(C2=CC1)CC#C[Si](C)(C)C)(C)C 6-Iodo-4,4-dimethyl-1-[3-(trimethylsilyl)prop-2-yn-1-yl]-1,2,3,4-tetrahydroquinoline